ClC=1C=C(C=C(C1OC1=NNC(C(=C1)C(C)C)=O)Cl)C1=CC(NC(N1)=O)=O 6-[3,5-dichloro-4-[(5-isopropyl-6-oxo-1,6-dihydropyridazin-3-yl)oxy]phenyl]pyrimidine-2,4(1H,3H)-dione